NC=1C(=NC(=C(N1)C1=CC=C(C=C1)F)C=1C=CC=2N(C1)C(=CN2)C)C(=O)NC[C@@H]2N(CCC2)C 3-amino-5-(4-fluorophenyl)-6-[3-methylimidazo[1,2-a]pyridin-6-yl]-N-[[(2R)-1-methylpyrrolidin-2-yl]methyl]pyrazine-2-carboxamide